C(CC=C)N(C1=C(C=C(C(=N1)C(=O)O)[N+](=O)[O-])C(F)(F)F)C(C)C 6-[but-3-enyl(isopropyl)amino]-3-nitro-5-(trifluoromethyl)pyridine-2-carboxylic acid